2-{[1-(4-fluorophenyl)-4-methyl-1H-1,2,3-triazol-5-yl]methoxy}-6-(4-methoxycyclohexanecarbonyl)-5,6,7,8-tetrahydro-1,6-naphthyridine FC1=CC=C(C=C1)N1N=NC(=C1COC1=NC=2CCN(CC2C=C1)C(=O)C1CCC(CC1)OC)C